2-(4-(methylamino)butyl)-3-neopentyl-7-(trifluoromethyl)quinazolin-4(3H)-one bis-hydrochloride salt Cl.Cl.CNCCCCC1=NC2=CC(=CC=C2C(N1CC(C)(C)C)=O)C(F)(F)F